C(C)(C)(C)OC(=O)N1CC(C2=C1C=C(C=1N2N=CC1C(=O)O)CC1=CC=C(C=C1)F)(C)C 6-(tert-butoxycarbonyl)-4-(4-fluorobenzyl)-8,8-dimethyl-7,8-dihydro-6H-pyrazolo[1,5-a]pyrrolo[2,3-e]pyridine-3-carboxylic acid